1-hydroxy-4-(4-hydroxyphenyl)-naphthyridine ON1CC=C(C2=CC=CN=C12)C1=CC=C(C=C1)O